3-bromo-4-[(2,4-difluorobenzyl)oxy]-1-(2-methoxy-6-methylphenyl)-6-methylpyridin-2(1H)-one BrC=1C(N(C(=CC1OCC1=C(C=C(C=C1)F)F)C)C1=C(C=CC=C1C)OC)=O